(3-((4,5-dimethylthiazol-2-yl)carbamoyl)-4-methylphenyl)glycine CC=1N=C(SC1C)NC(=O)C=1C=C(C=CC1C)NCC(=O)O